BrC1=CC(=C(O[C@H](C(=O)OC(C)(C)C)CC2CC2)C=C1)C1=NOCC1OCCCC (2S)-tert-butyl 2-[4-bromo-2-(4-butoxy-4,5-dihydroisoxazol-3-yl) phenoxy]-3-cyclopropylpropionate